glycerol tris(12-hydroxy stearate) OC(CCCCCCCCCCC(=O)OCC(OC(CCCCCCCCCCC(CCCCCC)O)=O)COC(CCCCCCCCCCC(CCCCCC)O)=O)CCCCCC